FC1(CCC2(CC2C(=O)OC)CC1)F methyl 6,6-difluorospiro[2.5]octane-1-carboxylate